citronellyl carbonate nicotinate C(C1=CN=CC=C1)(=O)O.C(OCCC(C)CCC=C(C)C)(O)=O